C1(CCCO1)=O butane-1,4-lactone